OC(CN1N=CC(=C1)C1=NC2=CC=C(C=C2C(=N1)N1[C@H](COCC1)C1=CC=CC=C1)C=1C2=C(C(N(C1)C)=O)NC=C2)(C)C (S)-4-(2-(1-(2-hydroxy-2-methylpropyl)-1H-pyrazol-4-yl)-4-(3-phenylmorpholinyl)quinazolin-6-yl)-6-methyl-1,6-dihydro-7H-pyrrolo[2,3-c]pyridin-7-one